FC(C1=C(OC(=O)C2=CC=CC=C12)C1=CC=C(C=C1)Cl)(F)F 4-trifluoromethyl-3-(4-chlorophenyl)-isocoumarin